C(C)N1N=CC(=N1)S(=O)(=O)N1C[C@]2(CC3=C(C[C@@H]2CC1)N(N=C3)C3=CC=C(C=C3)F)C(=O)C3=NC=CC=C3 ((4aR,8aS)-6-((2-Ethyl-2H-1,2,3-triazol-4-yl)sulfonyl)-1-(4-fluorophenyl)-4,4a,5,6,7,8,8a,9-octahydro-1H-pyrazolo[3,4-g]isochinolin-4a-yl)(pyridin-2-yl)methanon